C(\C=C\C(=O)O)(=O)O.FC=1C=CC=C2CCO[C@H](C12)CNC (R)-1-(8-fluoroisochroman-1-yl)-N-methylmethanamine fumaric acid salt